[4-(5-bromo-6-methoxy-2H-indazol-2-yl)cyclohexyl]methanol BrC1=CC2=CN(N=C2C=C1OC)C1CCC(CC1)CO